N-hydroxy-4-(2-oxo-2-(4-((((1R,2S)-2-phenylcyclopropyl)amino)methyl)piperidin-1-yl)ethyl)benzamide TFA Salt OC(=O)C(F)(F)F.ONC(C1=CC=C(C=C1)CC(N1CCC(CC1)CN[C@H]1[C@@H](C1)C1=CC=CC=C1)=O)=O